ClC1=C(C=CC(=C1)C1=NC(=C2C(=N1)NN=C2C)NCCN(C)C)NS(=O)(=O)C2=NC=CC(=C2)C N-[2-chloro-4-(4-{[2-(dimethylamino)ethyl]amino}-3-methyl-1H-pyrazolo[3,4-d]pyrimidin-6-yl)phenyl]-4-methylpyridine-2-sulfonamide